C1(=C(C(=CC(=C1C(=O)O)C(=O)O)C(=O)O)C(=O)O)C(=O)O 1,2,3,5,6-benzenepentacarboxylic acid